(S)-(1-(2-(3-amino-3-oxo-propyl)-2-(2-fluoroacetyl)hydrazino)-3-cyclohexyl-1-oxo-propan-2-yl)carbamic acid tert-butyl ester C(C)(C)(C)OC(N[C@H](C(=O)NN(C(CF)=O)CCC(=O)N)CC1CCCCC1)=O